NC1=C(N=C(S1)C1CCN(CC1)C)C(=O)NCC1=C(C=CC=C1)C(F)(F)F 5-amino-2-(1-methylpiperidin-4-yl)-N-{[2-(trifluoromethyl)phenyl]methyl}-1,3-thiazole-4-carboxamide